7-amino-3-(2-fluoro-6-methyl-phenyl)-1-[(3S)-1-methyl-3-piperidyl]-4H-pyrido[4,3-d]pyrimidin-2-one NC1=CC=2N(C(N(CC2C=N1)C1=C(C=CC=C1C)F)=O)[C@@H]1CN(CCC1)C